BrC1=C(C=C(C=C1)B(O)O)C(C)(C)O[Si](C)(C)C(C)(C)C [4-bromo-3-[1-[tert-butyl(dimethyl)silyl]oxy-1-methyl-ethyl]phenyl]boronic acid